NC1(CN(C1)C1=NC=C(C=N1)NC(=O)N[C@@H](C(C)C)C=1OC2=C(C1C)C=C(C=C2)F)C (S)-1-(2-(3-amino-3-methylazetidin-1-yl)pyrimidin-5-yl)-3-(1-(5-fluoro-3-methylbenzofuran-2-yl)-2-methylpropyl)urea